NC1=C(C2=C(N(C(=N2)C(C)C)C)C=C1)N1C[C@@H](CC1)NC(OC(C)(C)C)=O tert-butyl (R)-(1-(5-amino-2-isopropyl-1-methyl-1H-benzo[d]imidazol-4-yl)pyrrolidin-3-yl)carbamate